FC(F)(F)C1OCCC1 (trifluoromethyl)tetrahydrofuran